[1-[6-fluoro-3-(methylcarbamoyl)-7-(trifluoromethyl) thieno[3,2-b]pyridin-5-yl]-4-piperidinyl] N-cyclopropylcarbamate C1(CC1)NC(OC1CCN(CC1)C1=C(C(=C2C(=N1)C(=CS2)C(NC)=O)C(F)(F)F)F)=O